ClC1=CC=C(C(=N1)C(=O)N)O[C@H](C)C=1C=C(C=C2C(C(=C(OC12)C=1C=NC=CC1)C)=O)C 6-Chloro-3-[(1R)-1-[3,6-dimethyl-4-oxo-2-(3-pyridyl)chromen-8-yl]ethoxy]pyridine-2-carboxamide